FC=1C=C(C=CC1)C(O)C1=CC=C(C=C1)F (3-Fluorophenyl)(4-fluorophenyl)methanol